3-amino-5-bromo-4-(methylamino)benzoic acid methyl ester COC(C1=CC(=C(C(=C1)Br)NC)N)=O